C(C)OC(C1=CC=C(C=C1)NC(=O)N[C@@H]1C(NC[C@H]1C1=C(C=C(C=C1F)OC)F)=O)=O |o1:14,18| (-)-4-{(3S*,4R*)-3-[4-(2,6-difluoro-4-methoxy-phenyl)-2-oxopyrrolidin-3-yl]ureido}benzoic acid ethyl ester